hexahydrocyclopropa[f]indazole-3-carboxylic acid N1NC(C2CC3C(C=C12)=C3)C(=O)O